2-((1-(2-hydroxyethyl)-1H-pyrazol-3-yl)methyl)-6-((6-methoxypyridin-3-yl)sulfonyl)phthalazin-1(2H)-one OCCN1N=C(C=C1)CN1C(C2=CC=C(C=C2C=N1)S(=O)(=O)C=1C=NC(=CC1)OC)=O